COC=1C=C2N=CC(=NC2=CC1OC)C1=CC(=C(C=C1)CC(=O)O)F 2-(4-(6,7-dimethoxyquinoxalin-2-yl)-2-fluorophenyl)acetic acid